COC=1C=C(C=CC1OC)C=1N=C2N(C(C1)=O)C=C(C=C2)N2CCC(CC2)CN2CCCCC2 2-(3,4-dimethoxyphenyl)-7-[4-(piperidin-1-ylmethyl)piperidin-1-yl]-4H-pyrido[1,2-a]pyrimidin-4-one